4-(4-(methoxymethoxy)-3-(propan-2-yl-1,1,1,3,3,3-d6)benzyl)-3,5-dimethylphenol COCOC1=C(C=C(CC2=C(C=C(C=C2C)O)C)C=C1)C(C([2H])([2H])[2H])C([2H])([2H])[2H]